6-chloro-2-(1,3,4-oxadiazol-2-yl)-1H-indol-1-amine ClC1=CC=C2C=C(N(C2=C1)N)C=1OC=NN1